ClC1=C(C=CC(=C1)C(F)(F)F)C(C(=O)N)N1C=2N(C(C(=C1CC)N1CCN(CC1)C(=O)C=1C=C3C=CN=CC3=CC1)=O)N=C(N2)C=2CCOCC2 (2-chloro-4-(trifluoromethyl)phenyl)-2-(2-(3,6-dihydro-2H-pyran-4-yl)-5-ethyl-6-(4-(isoquinoline-6-carbonyl)piperazin-1-yl)-7-oxo-[1,2,4]triazolo[1,5-a]pyrimidin-4(7H)-yl)acetamide